4-bromo-2-cyano-N-((1s,2r)-2-(6-fluoro-2,3-dimethylphenyl)-1-(5-oxo-4,5-dihydro-1,3,4-oxadiazol-2-yl)propyl)benzenesulfonamide BrC1=CC(=C(C=C1)S(=O)(=O)N[C@@H]([C@H](C)C1=C(C(=CC=C1F)C)C)C=1OC(NN1)=O)C#N